C(CC(O)(C(=O)O)CC(=O)O)(=O)O.C(CC(O)(C(=O)O)CC(=O)O)(=O)O Citric Acid (Citrate)